tert-butyl 3-[(6-amino-5-methyl-2H-indazol-2-yl)methyl]azetidine-1-carboxylate NC=1C(=CC2=CN(N=C2C1)CC1CN(C1)C(=O)OC(C)(C)C)C